CC(C)(C)C=1C=C(C=C(C1O)C(C)(C)C)CCC(=O)NNC(CCC1=CC(=C(C(=C1)C(C)(C)C)O)C(C)(C)C)=O 3,5-bis(1,1-dimethylethyl)-4-hydroxybenzenepropanoic acid, 2-[3-[3,5-bis(1,1-dimethylethyl)-4-hydroxyphenyl]-1-oxopropyl]hydrazide